IC1=C(C=CC=C1)[C@](CC(C)C)(OCOC)N(C([O-])=O)C1CCCCC1 1-(2-iodophenyl)-(S)-1-methoxymethoxy-3-methyl-butyl-(S)-2-cyclohexylcarbamate